FC=1C=C(C=CC1)C=1N=C(SC1)[C@@H]1[C@H](C1)C1=CC=C(C=C1)S(=O)(=O)N 4-{(1S,2S)-2-[4-(3-fluorophenyl)-1,3-thiazol-2-yl]cyclopropyl}benzenesulfonamide